methyl 19-amino-5-oxo-3,10,13,16-tetraoxa-6-azanonadecane-1-oate NCCCOCCOCCOCCCNC(COCC(=O)OC)=O